[Na].C1(=CC=C(C=C1)S(=O)(=O)O)C1=CC=C(C=C1)S(=O)(=O)O 4,4'-biphenyl-disulfonic acid sodium